(3Z)-1-iodo-3-hexene ICC\C=C/CC